OC1CCN(CC1)C=1C=C(C=CC1)C1=NNC=2C1=NN(C(C2)=O)C2=C(C=CC=C2OC)F 3-(3-(4-hydroxylpiperidin-1-yl)phenyl)-5-(2-fluoro-6-methoxyphenyl)-1H-pyrazolo[4,3-c]pyridazin-6(5H)-one